3-[4-[1-[2-[[4-[3-(difluoromethyl)-4-nitro-pyrazol-1-yl]cyclohexyl]methoxy]ethyl]indazol-5-yl]-3-methyl-2-oxo-benzimidazol-1-yl]piperidine-2,6-dione FC(C1=NN(C=C1[N+](=O)[O-])C1CCC(CC1)COCCN1N=CC2=CC(=CC=C12)C1=CC=CC=2N(C(N(C21)C)=O)C2C(NC(CC2)=O)=O)F